C1(C(C1=C(C#N)C1=C(C(=C(C(=C1F)F)F)F)F)=C(C#N)C1=C(C(=C(C(=C1F)F)F)F)F)=C(C#N)C1=C(C(=C(C(=C1F)F)F)F)F α,α',α''-1,2,3-cyclopropanetriylidentris[2,3,4,5,6-pentafluorobenzeneacetonitrile]